4-(3-hydroxy-1-naphthalenyl)-6,6-dimethyl-2-(2-(2-propenoyl)-2,6-diazaspiro[3.4]octan-6-yl)-6,7-dihydro-5H-cyclopenta[b]pyridine-3-carbonitrile OC=1C=C(C2=CC=CC=C2C1)C1=C2C(=NC(=C1C#N)N1CC3(CN(C3)C(C=C)=O)CC1)CC(C2)(C)C